FC1=CC2=C(N(CCN(C2=O)CC2=C(C=C(C=C2)O[C@@H](CCNC)C2=CC=CC=C2)F)C)N=C1 (S)-7-fluoro-4-(2-fluoro-4-(3-(methylamino)-1-phenylpropoxy)benzyl)-1-methyl-1,2,3,4-tetrahydro-5H-pyrido[2,3-e][1,4]diazepin-5-one